2-(p-tolyl)pyridine iridium [Ir].C1(=CC=C(C=C1)C1=NC=CC=C1)C